6-Bromo-2-(4,4-difluoropiperidin-1-yl)-4-methoxy-3-nitropyridine BrC1=CC(=C(C(=N1)N1CCC(CC1)(F)F)[N+](=O)[O-])OC